C1(CCCC1)C1=NC=C(C(=N1)OC1=CC=CC=C1)C(=O)OCC ethyl 2-cyclopentyl-4-phenoxy-pyrimidine-5-carboxylate